CN1CC(C2=CC=CC=C12)=O methylindolin-3-one